ClC1=C(C=C(C(=O)NC2=CC(C(C=C2)=CN2CCN(CC2)C)C(F)(F)F)C=C1)C#C[Si](C)(C)C 4-chloro-N-(4-((4-methylpiperazin-1-yl)methylene)-3-(trifluoromethyl)phenyl)-3-((trimethylsilyl)ethynyl)benzamide